ClC=1C(=C(NC2=NC=NC3=CC(=C(C=C23)O[C@@H]2CN(CC2)C(=O)OC(C)(C)C)F)C=CC1)F tert-Butyl (3S)-3-[4-(3-chloro-2-fluoro-anilino)-7-fluoro-quinazolin-6-yl]oxypyrrolidine-1-carboxylate